[1,3]dioxolo[4,5-j]phenanthridin-6(2H)-one C=1CC=CC2=NC(C3=CC4=C(C=C3C12)OCO4)=O